(S)-4-(3-((4-(benzylthio)-3-methoxyphenyl)amino)-2-((tert-butoxycarbonyl)amino)-3-oxopropyl)piperidine-1-carboxylic acid benzyl ester C(C1=CC=CC=C1)OC(=O)N1CCC(CC1)C[C@@H](C(=O)NC1=CC(=C(C=C1)SCC1=CC=CC=C1)OC)NC(=O)OC(C)(C)C